FC=1C=C(C=CC1C(F)(F)F)NC(=O)[C@]12[C@H]3C[C@@H]([C@@H]([C@@]2(C1)C=1C(=NN(C1)C)C(F)(F)F)O3)O |r| rac-(1r,2r,4s,5r,6s)-N-(3-fluoro-4-(trifluoromethyl)phenyl)-6-hydroxy-4-(1-methyl-3-(trifluoromethyl)-1H-pyrazol-4-yl)-8-oxatricyclo[3.2.1.02,4]octane-2-carboxamide